2-(2-fluorophenyl)pyridin-4-amine FC1=C(C=CC=C1)C1=NC=CC(=C1)N